ClC1=CC2=C(OCC(N2)=O)C=C1 6-chloro-2H-benzo[b][1,4]Oxazin-3(4H)-one